4-succinimidyl-oxycarbonyl-(2-pyridyldithio)toluene C1(CCC(N1OC(=O)C1=CC=C(CSSC2=NC=CC=C2)C=C1)=O)=O